3,5-dibromo-1H-pyrazole BrC1=NNC(=C1)Br